(S)-6-(tert-butyl)-3-(3-methoxypropoxy)-10-oxo-2-(prop-1-en-2-yl)-6,10-dihydro-5H-pyrido[1,2-H][1,7]naphthyridine-9-carboxylic acid C(C)(C)(C)[C@@H]1CC=2C=C(C(=NC2C=2N1C=C(C(C2)=O)C(=O)O)C(=C)C)OCCCOC